ClC=1C(=NC(=NC1)N1CCN(CC1)CC(=O)NC=1C=CC=C2C(=NN(C12)C)C1C(NC(CC1)=O)=O)NC=1C=C2CC(N(C2=CC1)C)=O 2-(4-(5-chloro-4-((1-methyl-2-oxoindolin-5-yl)amino)pyrimidin-2-yl)piperazin-1-yl)-N-(3-(2,6-dioxopiperidin-3-yl)-1-methyl-1H-indazol-7-yl)acetamide